C(CC)C(C(=O)OCC1CO1)=C glycidyl α-n-propylacrylate